NCC1CC2(C1)OC(N(C2)[C@@H](C)C=2C=CC=C1C(=C(NC21)C(=O)O)C2=CNC(C=C2)=O)=O 7-((S)-1-((2S,4r)-2-(aminomethyl)-6-oxo-5-oxa-7-azaspiro[3.4]oct-7-yl)ethyl)-3-(6-oxo-1,6-dihydropyridin-3-yl)-1H-indole-2-carboxylic acid